(S)-2-(4-(3-(4-methylfuran-2-yl)isoxazolidine-2-carbonyl)piperidin-1-yl)pyrimidine-4-carboxamide 2,2,2-trifluoroacetate salt FC(C(=O)O)(F)F.CC=1C=C(OC1)[C@H]1N(OCC1)C(=O)C1CCN(CC1)C1=NC=CC(=N1)C(=O)N